pyrrole-2,5-dicarboxylate N1C(=CC=C1C(=O)[O-])C(=O)[O-]